FC=1C=C(C=C2C(=NC(=NC12)OC[C@]12CCCN2CC(C1)=C)N1[C@@H]2[C@H]([C@@H]2COCC1)F)C(F)(F)F (S)-8-fluoro-4-((1S,7S,8S)-8-fluoro-5-oxa-2-azabicyclo[5.1.0]octan-2-yl)-2-(((S)-2-methylenetetrahydro-1H-pyrrolizin-7a(5H)-yl)methoxy)-6-(trifluoromethyl)quinazolin